2-n-propylpropane-1,3-diol CCCC(CO)CO